ClC1=NC=CC(=N1)COC1=CC=C(C=C1)C(C)(C)C1=CC=C(OC2CC(C2)N2C(C3=CC=CC=C3C2=O)=O)C=C1 2-(3-(4-(2-(4-((2-chloropyrimidin-4-yl)methoxy)phenyl)propan-2-yl)phenoxy)cyclobutyl)Isoindoline-1,3-dione